ClC=1C=C(C=CC1)[C@H](C)N1N(C(C2=CC=C(C=C12)C(=O)N)=O)C1C(NC(CC1)=O)=O ((S)-1-(3-chlorophenyl)ethyl)-2-(2,6-dioxopiperidin-3-yl)-3-oxo-2,3-dihydro-1H-indazole-6-carboxamide